5-(6,7-dihydro-4H-thieno[3,2-c]pyran-4-yl)-N,N,2-trimethyl-1H-imidazole-1-sulfonamide S1C=CC=2C(OCCC21)C2=CN=C(N2S(=O)(=O)N(C)C)C